[4'-{1-(dibenzofuran-3-yl)naphthalen-2-yl}biphenyl-4-yl]-Phenylamine C1=CC(=CC=2OC3=C(C21)C=CC=C3)C3=C(C=CC2=CC=CC=C32)C3=CC=C(C=C3)C3=CC=C(C=C3)NC3=CC=CC=C3